C[C@H]1N(C[C@@H](N(C1)C(C(NC=1C2=C(C=NC1)C=NN2COCC[Si](C)(C)C)=O)=O)C2=CC=CC=C2)C(=O)OC(C)(C)C tert-butyl (2R,5S)-2-methyl-4-[2-oxo-2-[[1-(2-trimethylsilylethoxymethyl)pyrazolo[4,3-c]pyridin-7-yl]amino]acetyl]-5-phenyl-piperazine-1-carboxylate